COC([C@@H](NS(=O)(=O)C1=CC=C(C)C=C1)CCCNC(N)=N)=O para-toluenesulfonyl-L-arginine methyl ester